BrC1=CC=C(C=C1)/C=C/C(=O)N1CCN(CCC1)C(C1=CC=C(C=C1)OC)=O (E)-3-(4-bromophenyl)-1-(4-(4-methoxybenzoyl)-1,4-diazepan-1-yl)prop-2-en-1-one